CC1=CC=CC=2N1N=C(C2)[C@@H]2N(CCC1=C2N=CN1)C(=O)C=1OC(=NN1)C=1C(=NC=CC1)C (R)-(4-(7-methylpyrazolo[1,5-a]pyridin-2-yl)-6,7-dihydro-1H-imidazo[4,5-c]pyridin-5(4H)-yl)(5-(2-methylpyridin-3-yl)-1,3,4-oxadiazol-2-yl)methanone